F[C@H]1[C@H](C1)C1=NC(=NO1)C1(CCN(CC1)C(=O)N)C 4-{5-[(1R,2R)-2-fluorocyclopropyl]-1,2,4-oxadiazol-3-yl}-4-methylpiperidine-1-carboxamide